4-hydroxy-2-methyl-N-(5-methyl-1,3-thiazol-2-yl)-2H-1,2-benzothiazine-3-carboxamide-1,1-dioxide oxide OC1=C(N(S(C2=C1C=CC=C2)(=O)=O)C)C(=O)[NH+](C=2SC(=CN2)C)[O-]